1-acetamidoethane C(C)(=O)NCC